3-(((7-(1H-pyrazol-4-yl)-2,3-dihydrofuro[3,2-c]pyridin-4-yl)amino)methyl)-N-(pyrimidin-4-yl)benzamide N1N=CC(=C1)C=1C2=C(C(=NC1)NCC=1C=C(C(=O)NC3=NC=NC=C3)C=CC1)CCO2